FC(C(=O)O)(F)F.FC(C(=O)O)(F)F.C(C)[C@H]1NC2=C(OC1)C(=NC(=N2)N)N2CC(C2)NC (R)-7-Ethyl-4-(3-(methylamino)azetidin-1-yl)-7,8-dihydro-6H-pyrimido[5,4-b][1,4]oxazin-2-amine ditrifluoroacetic acid salt